4-(methoxymethyl)-1-(2-nitrophenyl)-4-(trifluoromethyl)piperidine COCC1(CCN(CC1)C1=C(C=CC=C1)[N+](=O)[O-])C(F)(F)F